1-(2-(2,6-dichlorophenyl)-9-(1-((S)-pyrrolidin-3-yl)-1H-pyrazol-4-yl)imidazo[2,1-f][1,6]naphthyridin-3-yl)ethan-1-ol ClC1=C(C(=CC=C1)Cl)C=1N=C2C=3C=C(C=NC3C=CN2C1C(C)O)C=1C=NN(C1)[C@@H]1CNCC1